3-(ethanesulfonyl)-2-pyridinesulfonamide C(C)S(=O)(=O)C=1C(=NC=CC1)S(=O)(=O)N